FC(C=1C=CC(=NC1)C1CN(CC1)C=O)(F)F (3-(5-(trifluoromethyl)pyridin-2-yl)pyrrolidin-1-yl)methanone